CC1=NSC(=N1)N1C(N(C2=C1C=CC=C2)CC#N)=O 2-[3-(3-methyl-1,2,4-thiadiazol-5-yl)-2-oxo-benzimidazol-1-yl]acetonitrile